4-(phenanthren-3-yl)aniline C1=CC(=CC=2C3=CC=CC=C3C=CC12)C1=CC=C(N)C=C1